C(C=C)(=O)N[C@H]1C[C@H](CN(C1)CC(F)F)C(=O)NC=1C=CC(=NC1)NC(C1=NC(=CC=C1)C1=CC=NN1)=O N-(5-((3R,5S)-5-acrylamido-1-(2,2-difluoroethyl)piperidine-3-carboxamido)pyridin-2-yl)-6-(1H-pyrazol-5-yl)picolinamide